N-[3-[3-[(S)-fluoro-(4-methyl-1,2,4-triazol-3-yl)methyl]oxetan-3-yl]phenyl]pyrimidine-4-carboxamide F[C@@H](C1(COC1)C=1C=C(C=CC1)NC(=O)C1=NC=NC=C1)C1=NN=CN1C